vinyltri(undecyl)silane C(=C)[Si](CCCCCCCCCCC)(CCCCCCCCCCC)CCCCCCCCCCC